N1N=NN=C1C1=C(C2=C(S1)C=CC=C2)C=2C=NC=1N(C2)N=C(C1C1=NN=NN1)N 6-(2-(1H-tetrazol-5-yl)benzo[b]thiophen-3-yl)-3-(1H-tetrazol-5-yl)pyrazolo[1,5-a]pyrimidin-2-amine